1,3,5-dioxazine O1COCN=C1